2-(4-tolyl)phenylpyridine C1(=CC=C(C=C1)C1=C(C=CC=C1)C1=NC=CC=C1)C